C=1(C(=CC=CC1)OC1=C(C=CC=C1)C)C toluylether